(6R,8aS)-6-(8-amino-1-{4-[(1S)-1-(3-cyclobutylphenyl)-1-hydroxyethyl]phenyl}imidazo[1,5-a]pyrazin-3-yl)hexahydroindolizin-3(2H)-one NC=1C=2N(C=CN1)C(=NC2C2=CC=C(C=C2)[C@](C)(O)C2=CC(=CC=C2)C2CCC2)[C@H]2CN1C(CC[C@@H]1CC2)=O